C(C)N(C(=O)C=1C=NN(C1)C(C)C=1SC(=CC1)C1=NOC(=N1)C(F)(F)F)CC N,N-diethyl-1-[1-[5-[5-(trifluoromethyl)-1,2,4-oxadiazol-3-yl]-2-thienyl]ethyl]pyrazole-4-carboxamide